ClCCCCCCCCCCCCCC/C=C/CCO (3E)-18-chloro-3-octadecen-1-ol